(2-(3-bromo-4-methoxyphenyl)-2-methylpropoxy)(tert-butyl)dimethylsilane BrC=1C=C(C=CC1OC)C(CO[Si](C)(C)C(C)(C)C)(C)C